C1(CC1)N(CCC(C(=O)O)NC(=O)OCCC(C)(C)C)CCCCC1=NC=2NCCCC2C=C1 4-[cyclopropyl-[4-(5,6,7,8-tetrahydro-1,8-naphthyridin-2-yl)butyl]amino]-2-(3,3-dimethylbutoxycarbonylamino)butanoic acid